(2S)-2-amino-6-[[4-[[3-(2,3-difluoro-4-methoxyphenyl)imidazo[1,2-a]pyrazin-8-yl]amino]-2-ethylbenzoyl]amino]hexanol N[C@H](CO)CCCCNC(C1=C(C=C(C=C1)NC=1C=2N(C=CN1)C(=CN2)C2=C(C(=C(C=C2)OC)F)F)CC)=O